6-(thiophen-2-yl)-2-((4-(4-methylpiperazin-1-yl)phenyl)amino)-8,9-dihydroimidazo[1,2-a]pyrimido[5,4-e]pyrimidin-5(6H)-one S1C(=CC=C1)N1C=2N(C3=C(C1=O)C=NC(=N3)NC3=CC=C(C=C3)N3CCN(CC3)C)CCN2